8-((2-methyl-2H-tetrazol-5-yl)(phenyl)methyl)-3,8-diazabicyclo[3.2.1]octane CN1N=C(N=N1)C(N1C2CNCC1CC2)C2=CC=CC=C2